ethyl 5-(2-amino-4-(benzyloxy)phenyl)-2-(4-methoxybenzyl)-1-methyl-1H-imidazole-4-carboxylate NC1=C(C=CC(=C1)OCC1=CC=CC=C1)C1=C(N=C(N1C)CC1=CC=C(C=C1)OC)C(=O)OCC